3'-methyl-4-pentyl-3-(phenylsulfonyl)-[1,1'-biphenyl]-2,6-diol CC=1C=C(C=CC1)C=1C(=C(C(=CC1O)CCCCC)S(=O)(=O)C1=CC=CC=C1)O